methylphenoxytert-butyl-phosphine chloride [Cl-].CP(C(C)(C)C)OC1=CC=CC=C1